butylene glycol monocaprylate C(CCCCCCC)(=O)OCCCCO